2-(((R)-6-((S)-2-amino-3-phenylpropanamido)spiro[3.3]heptan-2-yl)oxy)nicotinamide hydrochloride Salt Cl.N[C@H](C(=O)NC1CC2(CC(C2)OC2=C(C(=O)N)C=CC=N2)C1)CC1=CC=CC=C1